COC1=CC2=C(C=C(O2)C=2N=C3SC(=NN3C2)OC)C(=C1)OCC=1N=C(SC1)N1CCN(CC1)C(=O)OC(C)(C)C tert-Butyl 4-(4-(((6-methoxy-2-(2-methoxyimidazo[2,1-b][1,3,4]thiadiazol-6-yl)benzofuran-4-yl)oxy)methyl)thiazol-2-yl)piperazine-1-carboxylate